ClC1=C2C(N(C=NC2=CC=C1SC=1N=CC=NC1)CCC#N)=O 5-[5-chloro-3-(2-cyanoethyl)-4-oxo-quinazolin-6-yl]sulfanylpyrazine